4-(benzylsulfanyl)-5-fluoro-2-nitro-N-((tetrahydro-2H-pyran-4-yl)methyl)aniline C(C1=CC=CC=C1)SC1=CC(=C(NCC2CCOCC2)C=C1F)[N+](=O)[O-]